C(C)(C)=NNS(=O)(=O)C1=C(C=CC=C1)[N+](=O)[O-] N'-isopropylidene-2-nitrobenzenesulfonyl-hydrazine